sebacoylcarnitine C[N+](C)(C)CC(CC(=O)[O-])OC(=O)CCCCCCCCC(=O)O